FC1=C(C=C(C(=O)NC=2C=C(C=CC2N2CCN(CC2)C)N2N=NC(=C2)C(=O)NCCCN2CCOCC2)C=C1)C(F)(F)F 1-(3-(4-fluoro-3-(trifluoromethyl)benzamido)-4-(4-methylpiperazin-1-yl)phenyl)-N-(3-morpholinopropyl)-1H-1,2,3-triazole-4-carboxamide